4'-([1,1'-biphenyl]-4-yl)-2,2':6',2''-terpyridine C1(=CC=C(C=C1)C1=CC(=NC(=C1)C1=NC=CC=C1)C1=NC=CC=C1)C1=CC=CC=C1